1-((5-amino-7-methoxypyrazolo[1,5-c]quinazolin-2-yl)methyl)azetidin-3-ol NC1=NC=2C(=CC=CC2C=2N1N=C(C2)CN2CC(C2)O)OC